CC1CC(=C(O1)C(=O)OCC)OS(=O)(=O)C(F)(F)F ethyl 5-methyl-3-(((trifluoromethyl) sulfonyl) oxy)-4,5-dihydrofuran-2-carboxylate